CC1=CC=CC(=N1)C1=NC=CC(=N1)NC1=NC(=NC=C1)NC=1SC=C(N1)C N4-[2-(6-methyl-2-pyridyl)pyrimidin-4-yl]-N2-(4-methylthiazol-2-yl)pyrimidine-2,4-diamine